4-(3-methyl-6-oxo-2-(trifluoromethyl)-3,6-dihydrochromeno[7,8-d]imidazol-8-yl)benzaldehyde CN1C(=NC2=C1C=CC=1C(C=C(OC12)C1=CC=C(C=O)C=C1)=O)C(F)(F)F